ClC1=NN=C2N1C1=CC=CC=C1C(=N2)N(C2=CC(=CC=C2)C=2C=NC(=CC2)N2CCCC2)C chloro-N-methyl-N-(3-(6-(pyrrolidin-1-yl)pyridin-3-yl)phenyl)-[1,2,4]triazolo[4,3-a]quinazolin-5-amine